triazacyclododecane-3,5-dione N1NC(NC(CCCCCCC1)=O)=O